C(CC1=CC=CC=C1)C1=C(C=CC=C1)O.[K] potassium phenethyl-phenol